CC(CCNC1=CC(=CC(=C1)NCCC(C)(C)C)NCCC(C)(C)C)(C)C 1,3,5-tris(3,3-dimethylbutylamino)benzene